(1r,4r)-4-(2-(cyclopentylamino)-8-(2,6-dichloro-4-cyanophenylamino)-9H-purin-9-yl)-1-methylcyclohexanecarboxamide C1(CCCC1)NC1=NC=C2N=C(N(C2=N1)C1CCC(CC1)(C(=O)N)C)NC1=C(C=C(C=C1Cl)C#N)Cl